3-((S)-2-hydroxy-3-((R)-8-(quinolin-3-ylsulfonyl)-1-oxa-8-azaspiro[4.5]decan-3-ylamino)propoxy)benzenesulfonamide O[C@H](COC=1C=C(C=CC1)S(=O)(=O)N)CN[C@H]1COC2(C1)CCN(CC2)S(=O)(=O)C=2C=NC1=CC=CC=C1C2